CC1(CC=C(C=C1)P(=O)=CC(=O)C1=CC=CC=C1)C 2-(4,4'-dimethylphenylphosphoryl)-1-phenylethan-1-one